3-[(4-Fluorophenoxy)methyl]-4-methyl-2-[6-methyl-3-(2H-1,2,3-triazol-2-yl)pyridin-2-carbonyl]-2-azabicyclo[3.1.1]heptan FC1=CC=C(OCC2N(C3CC(C2C)C3)C(=O)C3=NC(=CC=C3N3N=CC=N3)C)C=C1